ClC=1C(=NC(=CC1NC(CN1C=C(C2=C1N=C1N(C2=O)CCC1)C=1C=C(C(=C(C(=O)N)C1)O)F)=O)N1CCCC1)F 5-(1-(2-((3-chloro-2-fluoro-6-(pyrrolidin-1-yl)pyridin-4-yl)amino)-2-oxoethyl)-4-oxo-4,6,7,8-tetrahydro-1H-dipyrrolo[1,2-a:2',3'-d]pyrimidin-3-yl)-3-fluoro-2-hydroxybenzamide